C1CCC2=C(C=3CCCC3C=C12)NC(=O)NS(=O)(=O)C[C@@H]1[C@@]2(N(CC(N1C[2H])(C)C)CCC2)C N-((1,2,3,5,6,7-hexahydro-s-indacen-4-yl)carbamoyl)-1-((1S,8aR)-3,3,8a-trimethyl-2-(methyl-d)octahydropyrrolo[1,2-a]pyrazin-1-yl)methanesulfonamide